4-((2-(cyclopropylmethyl)-4-(3-((1-methylpiperidin-3-yl)ethynyl)phenyl)-1H-pyrrol-3-yl)methyl)-2-fluorobenzenesulfonamide C1(CC1)CC=1NC=C(C1CC1=CC(=C(C=C1)S(=O)(=O)N)F)C1=CC(=CC=C1)C#CC1CN(CCC1)C